O1C(COCC1)COC1=NC(N2C(C3=CC=C(C=C3CC2)C#CCOC)=C1)=O 2-([1,4]Dioxan-2-ylmethoxy)-9-(3-methoxy-prop-1-ynyl)-6,7-dihydro-pyrimido[6,1-a]isoquinolin-4-one